4-methoxy-3,5-dimethylpyridin COC1=C(C=NC=C1C)C